C1=CC=CC=2C3=CC=CC=C3C(C12)CN 9-fluorenylmethylamine